(8aR,10S)-10-((8-Chloro-2-oxo-1,2,3,4-tetrahydro-1,6-naphthyridin-7-yl)oxy)-5-methyl-3,4,8a,9,10,11-hexahydro-2H,8H,13H-chromeno[8,7-f]pyrrolo[2,1-c][1,4]oxazepin-13-one ClC=1C(=NC=C2CCC(NC12)=O)O[C@H]1C[C@@H]2COC=3C(C(N2C1)=O)=C1OCCCC1=C(C3)C